N-(3-methylbut-2-en-1-yl)-N-(1,3-dimethyl-2,4-dioxo-1,2,3,4-tetrahydropyrimidin-5-yl)-2-(4-(4-ethylbenzoyl)piperazin-1-yl)acetamide CC(=CCN(C(CN1CCN(CC1)C(C1=CC=C(C=C1)CC)=O)=O)C=1C(N(C(N(C1)C)=O)C)=O)C